(2-chloro-3-quinolyl)boronic acid ClC1=NC2=CC=CC=C2C=C1B(O)O